C(C)(C)NC1CC(CCC1C)NC(C)C N,N'-diisopropyl-6-methyl-1,3-diaminocyclohexane